NCC1(C2CCN(CC12)C1=C(N=C2C(=N1)N(N=C2C2=C(C(=CC=C2)Cl)Cl)C2OCCCC2)CO)C2=CC(=CC=C2)F (6-(7-(aminomethyl)-7-(3-fluorophenyl)-3-azabicyclo[4.1.0]heptan-3-yl)-3-(2,3-dichlorophenyl)-1-(tetrahydro-2H-pyran-2-yl)-1H-pyrazolo[3,4-b]pyrazin-5-yl)methanol